(S)-5-((3-(2-chloro-3-(1,4-benzodioxan-6-yl)anilino)-1-methylindazol-6-ylidene)aminomethyl)-pyrrolidin-2-one ClC1=C(NC=2NN(C3=CC(C=CC23)=NC[C@@H]2CCC(N2)=O)C)C=CC=C1C1=CC2=C(OCCO2)C=C1